(E)-(2-hydroxy-5-((2-(2-((4-(trifluoromethyl)phenyl)amino)pyrimidin-4-yl)phenyl)diazenyl)phenyl)phosphonic acid OC1=C(C=C(C=C1)\N=N\C1=C(C=CC=C1)C1=NC(=NC=C1)NC1=CC=C(C=C1)C(F)(F)F)P(O)(O)=O